1-bromo-1-nonene BrC=CCCCCCCC